3-formyl-1-methyl-6-(phenylsulfonyl)-4,5,6,7-tetrahydro-1H-pyrrolo[2,3-c]pyridine-2-carboxylic acid ethyl ester C(C)OC(=O)C1=C(C2=C(CN(CC2)S(=O)(=O)C2=CC=CC=C2)N1C)C=O